OC1(CCCCC1)C(=O)C1=CC=CC=C1 hydroxycyclohexanephenone